2-[4-[4-(1-aminoethyl)-1-oxo-2H-phthalazin-6-yl]-2-methyl-pyrazol-3-yl]-6-chloro-benzonitrile NC(C)C1=NNC(C2=CC=C(C=C12)C1=C(N(N=C1)C)C1=C(C#N)C(=CC=C1)Cl)=O